COC(=O)C1=NC(=C(C(=C1Cl)N)F)C1=CC=C2C=CN(C2=C1F)C(C)=O methyl-6-(1-acetyl-7-fluoro-1H-indol-6-yl)-4-amino-3-chloro-5-fluoropyridine-2-carboxylic acid